indium (Iii) thallium [Tl+].[In+3]